OCCCCCC(=O)OC(C)(C)C tert-Butyl 6-hydroxyhexanoate